2,5-dimethoxyphenylpropionic acid COC1=C(C=C(C=C1)OC)C(C(=O)O)C